1-((2R,4S,5R)-5-Ethynyl-4-hydroxy-5-(hydroxymethyl)tetrahydrofuran-2-yl)-5-methoxypyrimidine-2,4(1H,3H)-dione C(#C)[C@]1([C@H](C[C@@H](O1)N1C(NC(C(=C1)OC)=O)=O)O)CO